[C@H]12COC[C@H](CC1)N2C2=NC1=CC=C(C=C1C=N2)C=O 2-((1R,5S)-3-oxa-8-azabicyclo[3.2.1]octan-8-yl)quinazoline-6-carbaldehyde